7-(1-(2-Hydroxy-2-methylpropyl)-1H-pyrazol-4-yl)-3-methyl-8-(4-(1-morpholinocyclopropyl)phenyl)-1-(tetrahydro-2H-pyran-4-yl)-3,6-dihydroimidazo[4,5-d]pyrrolo[2,3-b]pyridin-2(1H)-on OC(CN1N=CC(=C1)C1=C(C=2C(=NC=C3C2N(C(N3C)=O)C3CCOCC3)N1)C1=CC=C(C=C1)C1(CC1)N1CCOCC1)(C)C